OC1(C(CCCC1)=O)CC1=CC=C(C=C1)[N+](=O)[O-] 2-hydroxy(4-nitrophenyl)methylcyclohexanone